CC=1C=C(C=CC1C)C1=NOC=C1 3-(3,4-dimethylphenyl)-isoxazole